4-Bromo-6-((2-hydroxy-2-methylpropyl)thionyl)pyrazolo[1,5-a]pyridine-3-carbonitrile BrC=1C=2N(C=C(C1)S(=O)CC(C)(C)O)N=CC2C#N